3-((3-fluoro-4-(4-(trifluoromethyl)phenoxy)benzyl)oxy)-7,8-dihydro-1H,6H,9H-6,8a-ethanopyrrolo[1',2':3,4]imidazo[1,2-c]pyrimidin-1-one FC=1C=C(COC=2C=C3N(C(N2)=O)CC24N3C(CC2)CC4)C=CC1OC1=CC=C(C=C1)C(F)(F)F